N-(2-methoxy-4-aminophenyl)nicotinamide COC1=C(C=CC(=C1)N)NC(C1=CN=CC=C1)=O